O1[C@@H](COCC1)C[C@H]1C2=C(C(NC1)=O)C(=C(N2)C2=C(C=NC=C2)F)NC2=C(C(=CC=C2)F)OC (7R)-7-[(2R)-1,4-dioxan-2-ylmethyl]-3-[(3-fluoro-2-methoxyphenyl)amino]-2-(3-fluoropyridin-4-yl)-1H,5H,6H,7H-pyrrolo[3,2-c]pyridin-4-one